C(#N)N=C(NCCCN1C=NC(=C1)C)NC1=CC=CC2=CC=CC=C12 2-cyano(3-(4-methyl-1H-imidazol-1-yl)propyl)-3-(naphthalen-1-yl)guanidine